4-amino-3-((4-methoxybenzofuran-6-yl)ethynyl)-1H-pyrazolo[4,3-c]pyridine-7-carbonitrile NC1=NC=C(C2=C1C(=NN2)C#CC2=CC1=C(C=CO1)C(=C2)OC)C#N